tert-Butyl (4R,5R,6R)-4-(6-(5-cyanopicolinamido)-3-fluoropyridin-2-yl)-5-fluoro-4-methyl-6-(trifluoromethyl)-5,6-dihydro-4H-1,3-oxazin-2-ylcarbamate C(#N)C=1C=CC(=NC1)C(=O)NC1=CC=C(C(=N1)[C@]1(N=C(O[C@H]([C@@H]1F)C(F)(F)F)NC(OC(C)(C)C)=O)C)F